FC1=C(C=C(C=C1)F)C1=NN(C=C1C1=NC=NC2=CC(=CC=C12)C=1C=NN(C1)C)C1OCCCC1 4-(3-(2,5-difluorophenyl)-1-(tetrahydro-2H-pyran-2-yl)-1H-pyrazol-4-yl)-7-(1-methyl-1H-pyrazol-4-yl)quinazoline